n-octanoic acid butyl ester C(CCC)OC(CCCCCCC)=O